5-(bromomethyl)pyridine-3-carbonitrile BrCC=1C=C(C=NC1)C#N